1-(4-fluorophenyl)-N-(5-azaspiro[2.4]heptan-7-yl)-3,4-dihydroisoquinoline FC1=CC=C(C=C1)C1N(CCC2=CC=CC=C12)C1CNCC12CC2